FC(C=1C=C(C=C(C1)C(F)(F)F)C(C(C)N(C(C)C)CC1=C(C=CC(=C1)C)C1=CC(=C(C=C1OC)Cl)OCCCC(=O)O)O)(F)F 4-((2'-(((1-(3,5-bis(trifluoromethyl)phenyl)-1-hydroxypropan-2-yl)(isopropyl)amino)methyl)-4-Chloro-6-methoxy-4'-methyl-[1,1'-biphenyl]-3-yl)oxy)butanoic acid